(R)-4-(4-acryloylmorpholin-2-yl)-6-chloro-N-methyl-[2,4'-bipyridine] C(C=C)(=O)N1CC(OCC1)C=1C=C(N([C@@H](C1)Cl)C)C1=CC=NC=C1